4-bromo-3-cyclopropyloxybenzamide BrC1=C(C=C(C(=O)N)C=C1)OC1CC1